ClC=1C(=NC(=NC1)NC=1C(=NC(=CC1)N1CCN(CC1)CC)OC)NC1=C(C=CC=C1)S(=O)(=O)NC 2-((5-chloro-2-((6-(4-ethylpiperazin-1-yl)-2-methoxypyridin-3-yl)amino)pyrimidin-4-yl)amino)-N-methylbenzenesulfonamide